3-(2-Methoxy-ethyl)-8-trifluoromethylindolizine-1-carboxylic acid (3,3-difluoro-1-hydroxy-cyclohexylmethyl)-amide FC1(CC(CCC1)(O)CNC(=O)C=1C=C(N2C=CC=C(C12)C(F)(F)F)CCOC)F